FCCN1N=C(C(=C1)C=1N=CC2=C(N1)OC(=C2)C2=CC=CC=C2)C2=CC=C(C=C2)F [1-(2-Fluoroethyl)-3-(4-fluorophenyl)-1H-pyrazol-4-yl]-6-phenylfuro[2,3-d]pyrimidine